Manganous fluoride [F-].[Mn+2].[F-]